ClC(C)C=1C=CC2=C(N=CS2)C1 5-(1-chloroethyl)benzo[d]thiazole